ClC=1C(=C2C=NN(C2=CC1F)C1OCCCC1)CO (5-chloro-6-fluoro-1-(tetrahydro-2H-pyran-2-yl)-1H-indazol-4-yl)methanol